1-(2-(dimethylamino)ethyl)-3-(4-(1-(4-(piperidin-1-yl)phenyl)-1H-benzo[d]imidazol-6-yl)phenyl)urea CN(CCNC(=O)NC1=CC=C(C=C1)C=1C=CC2=C(N(C=N2)C2=CC=C(C=C2)N2CCCCC2)C1)C